C(CC)OC(C1=CC(O)=C(O)C(O)=C1)=O GALLIC ACID propyl ester